ethyl 2-(6-((R)-3-((tert-butoxycarbonyl)(cyclobutylmethyl)amino)piperidin-1-yl)pyridazin-3-yl)propanoate C(C)(C)(C)OC(=O)N([C@H]1CN(CCC1)C1=CC=C(N=N1)C(C(=O)OCC)C)CC1CCC1